C(#N)C=1C=C(C=CC1)C=1N=C(NC(C1)(C(=O)N(C)C)NC1=CC=NC=C1)N1CCOCC1 4-(3-cyanophenyl)-N,N-dimethyl-2-morpholino-6-(4-pyridylamino)pyrimidine-6-carboxamide